Cl.FC1(CN(CC1)C1CCNCC1)F 4-(3,3-difluoropyrrolidin-1-yl)piperidine hydrochloride